METHYL-1-AZA-3,7-DIOXABICYCLO(3.3.0)OCTANE CC1N2COCC2CO1